N-(4-(3-Chlorophenyl)thiazol-2-yl)-1-cyano-N-ethylpyrrolidine-2-carboxamide ClC=1C=C(C=CC1)C=1N=C(SC1)N(C(=O)C1N(CCC1)C#N)CC